NC1=C2C(=NC=N1)N(N=C2C2=CC(=C(C=C2)CC(=O)NC2=CC(=CC(=C2)C(F)(F)F)OCCN(C)C)F)C(C)C (4-(4-amino-1-isopropyl-1H-pyrazolo[3,4-d]pyrimidin-3-yl)-2-fluorophenyl)-N-(3-(2-(dimethylamino)ethoxy)-5-(trifluoromethyl)phenyl)acetamide